(R)-N-(4-((3-(2-hydroxypropoxy)-5-(methylsulfonyl)phenyl)amino)-5-(1-methyl-1H-pyrazol-3-yl)pyridin-2-yl)acetamide O[C@@H](COC=1C=C(C=C(C1)S(=O)(=O)C)NC1=CC(=NC=C1C1=NN(C=C1)C)NC(C)=O)C